C1(CCCCCC1)N(C(COC1=CC=C2C=CC=CC2=C1)=O)C 7-(2-(cycloheptyl(methyl)amino)-2-oxoethoxy)naphthalen